N-[[(3aR,5s,6aS)-2-(3,3-dimethylbutyl)-3,3a,4,5,6,6a-hexahydro-1H-cyclopenta[c]pyrrol-5-yl]methyl]-6-(2-chloro-5-fluoro-phenyl)pyridazin-3-amine CC(CCN1C[C@@H]2[C@H](C1)CC(C2)CNC=2N=NC(=CC2)C2=C(C=CC(=C2)F)Cl)(C)C